1-(1-methylcyclopropyl)-4-((3-(pyridin-3-yl)isoxazol-5-yl)methyl)-1,4-dihydropyrazine-2,3-dione CC1(CC1)N1C(C(N(C=C1)CC1=CC(=NO1)C=1C=NC=CC1)=O)=O